cyclodecyn C1#CCCCCCCCC1